(4S)-2,2,6-Trimethyl-4-[(2S)-2-(6-methylheptanamido)propanamido]-3-oxoheptanoic acid CC(C(=O)O)(C([C@H](CC(C)C)NC([C@H](C)NC(CCCCC(C)C)=O)=O)=O)C